tert-butyl ((5R,6R)-2-(3-(3,4-dihydro-1,5-naphthyridin-1(2H)-yl)-1H-pyrazolo[3,4-b]pyrazin-6-yl)-2-azaspiro[4.4]nonan-6-yl)carbamate N1(CCCC2=NC=CC=C12)C1=NNC2=NC(=CN=C21)N2C[C@@]1(CC2)[C@@H](CCC1)NC(OC(C)(C)C)=O